C(C)N([C@]1(CN(CC1)C1=NN(C2=C1C=NC(=C2)NC(C)=O)C2=NC(=NC(=C2)CC)C(C)(F)F)C)CC (R)-N-(3-(3-(diethyl-amino)-3-methylpyrrolidin-1-yl)-1-(2-(1,1-difluoroethyl)-6-ethylpyrimidin-4-yl)-1H-pyrazolo[4,3-c]pyridin-6-yl)acetamide